((R)-1-(1H-1,2,3-triazol-4-yl)ethyl)-1,2,3,4,8,9-hexahydropyrido[4',3':3,4]pyrazolo[1,5-a]pyrazin-10(7H)-one N1N=NC(=C1)[C@H](C)C1NCCC2=NN3C(C(NCC3)=O)=C21